C(C)(C)(C)[Si](OC(C)C1=NC=CN=C1C1=NC=CN=C1)(C)C tert-butyl-dimethyl-[1-(3-pyrazin-2-ylpyrazin-2-yl)ethoxy]silane